FC=1C=C(C=CC1[N+](=O)[O-])S(=O)(C)=N (3-fluoro-4-nitrophenyl)(imino)(methyl)-λ6-sulfanone